FC1=C(C(=C(C=C1OC)OC)F)NCC1=C(C2=C(N=C1)N(N=C2)CC2=CC=C(C=C2)OC)NC=2C=NN(C2)C 5-{[(2,6-difluoro-3,5-dimethoxyphenyl)amino]methyl}-1-(4-methoxybenzyl)-N-(1-methyl-1H-pyrazol-4-yl)-1H-pyrazolo[3,4-b]pyridin-4-amine